[Si](C)(C)(C(C)(C)C)OCC1=C(CO)C=CC=C1 2-[[(tert-Butyldimethylsilyl)oxy]methyl]benzyl alcohol